[Ga].[Ir]=O iridium oxide gallium